N1N=C(C=C1)S(=O)(=O)N PYRAZOLYLSULFONAMIDE